FC1=C(C(=O)N)C=CC(=C1)NC1=NC=C(C(=N1)NCC1=CC(=CC=C1)N(S(=O)(=O)C)C)C(F)(F)F 2-fluoro-4-{[4-({3-[methyl(methylsulfonyl)amino]benzyl}amino)-5-(trifluoromethyl)pyrimidin-2-yl]amino}benzamide